BrCC=1C(=C(C=C2C=CC=NC12)F)F 8-(bromomethyl)-6,7-difluoroquinoline